6,7-dichloro-3-(2-methoxyethyl)-4,9-dihydro-1H-pyrazolo[4,3-h][2,1,3]benzothiadiazine 2,2-dioxide ClC=1C2=C(C3=C(CN(S(N3)(=O)=O)CCOC)C1)NN=C2Cl